CSC([C@@H]1[C@H]([C@H]([C@@H](O1)N1C=NC=2C(N)=NC=NC12)O)O)O 5'-(methylthio)adenosine